COC=1C=C2C(N(C=NC2=CC1B1OC(C(O1)(C)C)(C)C)C)=O 6-methoxy-3-methyl-7-(4,4,5,5-tetramethyl-1,3,2-dioxaborolan-2-yl)quinazolin-4-one